4-(pyrrolidin-1-yl)picolinamide N1(CCCC1)C1=CC(=NC=C1)C(=O)N